ON=C1C=C(OC2=CC(=CC=C12)C)C=O (4-(hydroxyimino)-7-methyl-4H-chromen-2-yl)methanone